(S)-tert-butyl (1-((2-(3',4'-dichloro-[1,1'-biphenyl]-4-yl)ethyl)amino)-1-oxobutan-2-yl)carbamate ClC=1C=C(C=CC1Cl)C1=CC=C(C=C1)CCNC([C@H](CC)NC(OC(C)(C)C)=O)=O